4-(4-((3-(piperidin-2-one-1-yl)propyl)amino)-5-(trifluoromethyl)-7-azaindol-2-yl)benzonitrile N1(C(CCCC1)=O)CCCNC1=C2C=C(NC2=NC=C1C(F)(F)F)C1=CC=C(C#N)C=C1